4-((3-(5-cyano-1-(tetrahydro-2H-pyran-4-yl)-1H-pyrazol-4-yl)-2-methoxyphenyl)amino)-6-(cyclopropanecarboxamido)pyridazine-3-carboxamide C(#N)C1=C(C=NN1C1CCOCC1)C=1C(=C(C=CC1)NC1=C(N=NC(=C1)NC(=O)C1CC1)C(=O)N)OC